1-(2-amino-3-bromophenyl)-1-(2-chloro-5-fluorophenyl)ethan-1-ol NC1=C(C=CC=C1Br)C(C)(O)C1=C(C=CC(=C1)F)Cl